4-((1S,6R)-2,2,6-trimethyl-6-vinylcyclohexyl)butan-2-one Methyl-3-chloro-5-chlorosulfonyl-4-methoxy-benzoate COC(C1=CC(=C(C(=C1)S(=O)(=O)Cl)OC)Cl)=O.CC1([C@@H]([C@](CCC1)(C=C)C)CCC(C)=O)C